SC(CSCC1SCCS1)CS 2-(4,5-dimercapto-2-thiapentyl)-1,3-dithiacyclopentane